5-(2-((2-(methoxymethyl)quinazolin-4-yl)thio)acetyl)thiophen COCC1=NC2=CC=CC=C2C(=N1)SCC(=O)C1=CC=CS1